C(#N)C1(CCC(CC1)O)C1=CC(=C(C=C1)OC(F)F)OCC1CC1 4-cyano-4-(3-cyclopropylmethoxy-4-difluoromethoxyphenyl)cyclohexan-1-ol